1-(3-cyclopropyl-2-(4-fluorophenyl)-2H-pyrazolo[4,3-c]pyridin-6-yl)-N,N-dimethylazetidine-3-sulfonamide C1(CC1)C=1N(N=C2C1C=NC(=C2)N2CC(C2)S(=O)(=O)N(C)C)C2=CC=C(C=C2)F